Pentapropoxytantalum C(CC)O[Ta](OCCC)(OCCC)(OCCC)OCCC